(2S,5R)-tert-butyl 2-(4-bromophenyl)-5-methylpiperazine-1-carboxylate BrC1=CC=C(C=C1)[C@@H]1N(C[C@H](NC1)C)C(=O)OC(C)(C)C